C[C@@H]1[C@H]([C@@H]([C@H]([C@@H](O1)O[C@@H]2[C@@H]([C@H]([C@H](O[C@@H]2C(=O)N)O[C@@H]3[C@@H]([C@H]([C@H](O[C@@H]3C(=O)N)O[C@@H]4[C@H]([C@@H](O[C@@H]([C@H]4O)C)O)NC(=O)C)NC(=O)C)O)NC(=O)C)O)O)O)NC=O The molecule is an amino tetrasaccharide comprising a 4-deoxy-4-formamido-beta-D-quinovose residue, two 2-acetamido-2-deoxy-alpha-D-galacturonamide residues and an N-acetyl-beta-D-quinovosamine residue linked in a (1->4), (1->4), (1->3) sequence.